ClC=1C(=C(C=CC1)NC=1C2=C(N=CN1)C=CC(=N2)N2CC(C2)NC(OC(C)(C)C)=O)F tert-butyl (1-(4-((3-chloro-2-fluorophenyl)amino)pyrido[3,2-d]pyrimidin-6-yl)azetidin-3-yl)carbamate